BrC=1C=C2CN(C(C2=CC1)=O)C(CNC(OC(C)(C)C)=O)C1CC1 tert-Butyl (2-(5-bromo-1-oxoisoindolin-2-yl)-2-cyclopropylethyl)carbamate